1-(4-((4-(ethoxymethyl)-4-phenethylpiperidin-1-yl)methyl)phenyl)ethanone HCl salt Cl.C(C)OCC1(CCN(CC1)CC1=CC=C(C=C1)C(C)=O)CCC1=CC=CC=C1